C(CCCCC)C(C(=O)OCC)CS 2-ethyl hexyl-3-mercaptopropionate